FC1=C(C=CC(=C1COC=1C(=C2C(=NC1)NN=C2C)C2CCN(CC2)C)F)NS(=O)(=O)C=2C(=NC=C(C2)F)OC N-[2,4-difluoro-3-([[3-methyl-4-(1-methylpiperidin-4-yl)-1H-pyrazolo[3,4-b]pyridin-5-yl]oxy]methyl)phenyl]-5-fluoro-2-methoxypyridine-3-sulfonamide